C1(CCC1)C(=O)C1=CN(C=2N=CN=C(C21)N[C@@H]2CC[C@@H](N(C2)C(=O)OCC2=CC=CC=C2)C)COCC[Si](C)(C)C benzyl (2S,5R)-5-((5-(cyclobutanecarbonyl)-7-((2-(trimethylsilyl) ethoxy)methyl)-7H-pyrrolo[2,3-d]pyrimidin-4-yl)amino)-2-methylpiperidine-1-carboxylate